(1'R,2'R)-5'-methyl-4-amyl-2'-(prop-1-en-2-yl)-6-((triethylsilyl) oxy)-1',2',3',4'-tetrahydro-[1,1'-biphenyl]-2-yl [1,4'-bipiperidine]-1'-carboxylate N1(CCCCC1)C1CCN(CC1)C(=O)OC1=C(C(=CC(=C1)CCCCC)O[Si](CC)(CC)CC)[C@H]1[C@@H](CCC(=C1)C)C(=C)C